(S)-3-Methylene-6-(6-methylhept-5-en-2-yl)-cyclohex-1-ene C=C1C=C[C@@H](CC1)C(C)CCC=C(C)C